FC(C1=CC=C(C=C1)CC(=O)N1C(CCC1)COCC1=CC=CC=C1)(F)F N-(4-trifluoromethylphenylacetyl)-2-benzyloxymethyl-pyrrolidine